1-(chloromethyl)-1H-pyrazole-4-carbonitrile ClCN1N=CC(=C1)C#N